(S)-(1-(4-fluoro-3-(trifluoromethyl)phenyl)cyclopropyl)(pyrrolidin-2-ylmethyl)carbamic acid isopropyl ester C(C)(C)OC(N(C[C@H]1NCCC1)C1(CC1)C1=CC(=C(C=C1)F)C(F)(F)F)=O